2,4-dibromobutyrate BrC(C(=O)[O-])CCBr